N1=C(C=CC=C1)C=1N=CC(=NC1)NC(C1=CN=CC=C1)=O N-(5-(pyridin-2-yl)pyrazin-2-yl)nicotinamide